Methyl 2-chloro-4-((2-methoxy-1,6-naphthyridin-3-yl)methyl)benzoate ClC1=C(C(=O)OC)C=CC(=C1)CC=1C(=NC2=CC=NC=C2C1)OC